CN1COCNC1=N[N+](=O)[O-] 3-methyl-4-nitroiminoperhydro-1,3,5-oxadiazine